(R)-5-(2-fluoro-6-methylphenyl)-3-(3-(hydroxymethyl)-2-methyl-1,2,3,4-tetrahydroisoquinolin-7-yl)-1H-pyrazolo[4,3-c]pyridazin-6(5H)-one FC1=C(C(=CC=C1)C)N1N=C2C(=CC1=O)NN=C2C2=CC=C1C[C@@H](N(CC1=C2)C)CO